BrC1=C2CN(C(C2=C(C(=C1)CNC=1OC(=NN1)C1CC2(C1)CCC2)O)=O)C2C(NC(CC2)=O)=O 3-(4-bromo-7-hydroxy-1-oxo-6-(((5-(spiro[3.3]heptan-2-yl)-1,3,4-oxadiazol-2-yl)amino)methyl)isoindolin-2-yl)piperidine-2,6-dione